2,2-diethylbutyric acid C(C)C(C(=O)O)(CC)CC